C(C)C1=CC=C(C=C1)N(S(=O)(=O)C=1C=C2C(CC(OC2=CC1)C1CCN(CC1)S(=O)(=O)C)=O)CC(C)C N-(4-ethylphenyl)-N-isobutyl-2-(1-(methylsulfonyl)piperidin-4-yl)-4-oxochroman-6-sulfonamide